6-Methyl-2-(4-methyl-3-nitrophenyl)imidazo[1,2-a]pyrimidine CC=1C=NC=2N(C1)C=C(N2)C2=CC(=C(C=C2)C)[N+](=O)[O-]